C(C)(C)(C)NC(C1=C(C(=C(C=C1N1N=CC=C1)O)Cl)Cl)=O N-(tert-butyl)-2,3-dichloro-4-hydroxy-6-(pyrazol-1-yl)-benzamide